[C@@H]([C@H](C(=O)O)O)(C(=O)O)O (+)-L-Tartaric acid